4-[3,6-bis(trifluoromethyl)cyclohexen-1-yl]but-3-en-2-one FC(C1C=C(C(CC1)C(F)(F)F)C=CC(C)=O)(F)F